COC=1C=C(C=CC1)N1N=CC(=C1)Br 1-(3-methoxyphenyl)-4-bromopyrazole